(3R)-3-(2-(8-oxa-3-azabicyclo[3.2.1]octane-3-carbonyl)-6-(3-cyano-1H-pyrrolo[2,3-b]pyridin-5-yl)-1,2,3,4-tetrahydroisoquinolin-8-yl)morpholine-4-carboxylic acid tert-butyl ester C(C)(C)(C)OC(=O)N1[C@@H](COCC1)C=1C=C(C=C2CCN(CC12)C(=O)N1CC2CCC(C1)O2)C=2C=C1C(=NC2)NC=C1C#N